N1C=CC2=C(C=CC=C12)C1=C(C=C(C(=O)N2CCC(CC2)CN2N=NC(=C2)C2=C(NC3=CC=C(C=C23)F)C(=O)OCC(C)C)C=C1)C(F)(F)F Isobutyl 3-(1-((1-(4-(1H-indol-4-yl)-3-(trifluoromethyl)benzoyl)piperidin-4-yl)methyl)-1H-1,2,3-triazol-4-yl)-5-fluoro-1H-indole-2-carboxylate